C1(CC1)C1=NC=NC=C1C1=C(OC2=C(N=CN=N2)N2CC3(CN(C3)C(CCC(=O)[O-])C(C)C)CC2)C=CC(=C1)F 4-(6-(6-(2-(4-cyclopropylpyrimidin-5-yl)-4-fluorophenoxy)-1,2,4-triazin-5-yl)-2,6-diazaspiro[3.4]oct-2-yl)-5-methylhexanoate